CC(CCCC)NCCNC(CCCC)C N1,N2-di-(1-methylpentyl)ethane-1,2-diamine